4-[3-(4-Bromo-2-chloro-5-methylbenzoyl)-2,4-dihydro-1,3-benzoxazin-8-yl]-5-fluoro-2-(3-oxa-8-azabicyclo[3.2.1]oct-8-yl)benzoic acid methyl ester COC(C1=C(C=C(C(=C1)F)C1=CC=CC=2CN(COC21)C(C2=C(C=C(C(=C2)C)Br)Cl)=O)N2C1COCC2CC1)=O